2-Cyclopropylquinolin-4(1H)-one C1(CC1)C=1NC2=CC=CC=C2C(C1)=O